(1s,3s)-3-(Azetidine-1-carbonyl)cyclobutyl (8-amino-7-fluoro-6-(8-methyl-2,3-dihydro-1H-pyrido[2,3-b][1,4]oxazin-7-yl)isoquinolin-3-yl)carbamate NC=1C(=C(C=C2C=C(N=CC12)NC(OC1CC(C1)C(=O)N1CCC1)=O)C1=C(C2=C(OCCN2)N=C1)C)F